8-methoxymethyloxycarbonyl-tetracyclo[4.4.0.12,5.17,10]-3-dodecene COCOC(=O)C1C2C3C4C=CC(C3C(C1)C2)C4